CN1C(C2(C3=C1C=NC=1C=CC=CC31)CCCC2)=O 3'-methyl-2'-oxo-2',3'-dihydrospiro[cyclopentane-1,1'-pyrrolo[2,3-c]quinolin]